2-[5-(4-cyclopropylphenyl)-3-ethylsulfanyl-2-pyridyl]-3-methyl-6-(1,1,2,2,2-pentafluoroethyl)imidazo[4,5-b]pyridine C1(CC1)C1=CC=C(C=C1)C=1C=C(C(=NC1)C1=NC=2C(=NC=C(C2)C(C(F)(F)F)(F)F)N1C)SCC